[(2-chlorophenyl)-diphenylmethyl] (2S)-2-(benzyloxycarbonylamino)-6-[[2-[2-[2-(9H-fluoren-9-ylmethoxycarbonylamino)ethoxy]ethoxy]acetyl]amino]hexanoate C(C1=CC=CC=C1)OC(=O)N[C@H](C(=O)OC(C1=CC=CC=C1)(C1=CC=CC=C1)C1=C(C=CC=C1)Cl)CCCCNC(COCCOCCNC(=O)OCC1C2=CC=CC=C2C=2C=CC=CC12)=O